2-Chloro-4-hydroxy-3-(5-hydroxytetralin-6-yl)-5-phenyl-7H-thieno[2,3-b]pyridin-6-on ClC1=C(C2=C(NC(C(=C2O)C2=CC=CC=C2)=O)S1)C=1C(=C2CCCCC2=CC1)O